C(C)(=O)N1CCN(CC1)C1=C(C=C(C(=C1)OC)NC1=NC=CC(=N1)N1N=C(C(=C1)CN1CCC1)C1CC1)NC(C=C)=O N-(2-(4-acetylpiperazin-1-yl)-5-(4-(4-(azetidin-1-ylmethyl)-3-cyclopropyl-1H-pyrazol-1-yl)pyrimidin-2-ylamino)-4-methoxyphenyl)acrylamide